2,4-dichloro-3-(chloromethyl)pyridine hydrochloride salt Cl.ClC1=NC=CC(=C1CCl)Cl